N[C@H]([C@H](O)C1=CC=CC=C1)C1=CC=CC=C1.C(C1=CC=CC=C1)(=O)O benzoic acid (1R,2S)-2-amino-1,2-diphenylethan-1-ol salt